1-(3,3-difluoro-4-(3-(4-(trifluoromethyl)phenyl)-1H-pyrazolo[4,3-b]pyridin-1-yl)pyrrolidin-1-yl)prop-2-en-1-one FC1(CN(CC1N1N=C(C2=NC=CC=C21)C2=CC=C(C=C2)C(F)(F)F)C(C=C)=O)F